OC(C)(P([O-])([O-])=O)P([O-])([O-])=O.[Na+].[Na+].[Na+].[Na+] tetrasodium (1-hydroxyethylidene)bisphosphonate